Tert-Butyl N-methyl-N-[1-methyl-3-oxo-3-[2-[2-[4-(trifluoromethyl)anilino]benzoyl]hydrazino]propyl]carbamate CN(C(OC(C)(C)C)=O)C(CC(NNC(C1=C(C=CC=C1)NC1=CC=C(C=C1)C(F)(F)F)=O)=O)C